(7s,3s)-3-hydroxy-3-(trifluoromethyl)cyclobutanecarboxylic acid OC1(CC(C1)C(=O)O)C(F)(F)F